[Si](C1=CC=CC=C1)(C1=CC=CC=C1)(C(C)(C)C)OCCN(N)C1=NN=NN1 5-(1-(2-((tert-butyldiphenylsilyl)oxy)ethyl)hydrazino)-1H-tetrazole